CC=1C(=C(C2=CC=CC=C2C1)C1=CC=CC2=CC=CC=C12)C dimethyl-1,1'-binaphthyl